C(C)N1N=C(C=C1)C1=CNC2=C(C=CC=C12)C#N 3-(1-ethylpyrazol-3-yl)-1H-indole-7-carbonitrile